2-aminooctadeca-4,8-diene-1,3-diol NC(CO)C(C=CCCC=CCCCCCCCCC)O